N1=NC(C=C1)=[Se] pyrazoleselon